6,6-dimethylbicyclo[3.1.1]heptan-3-one CC1(C2CC(CC1C2)=O)C